C(C1=CC=CC=C1)OC=1C=CC=C2C=CC=C(C12)O 8-(benzyloxy)-1-naphthol